C(CCCC)C=1C=C(C2=C(OCC3=C2C=CC=C3)C1)O 3-pentyl-6H-dibenzo[b,d]pyran-1-ol